FC=1C=C(C=CC1[N+](=O)[O-])N1N=NNC1=O 1-(3-fluoro-4-nitrophenyl)-1H-tetrazol-5(4H)-one